ethyl 4-(3-methoxy-2-(3-((6-methoxy-2-(4-methoxy-4-oxobutanoyl) thieno[3,2-b]pyridin-5-yl) oxy) propoxy)-5,7-dihydro-6H-pyrrolo[3,4-b]pyridin-6-yl)-4-oxobutanoate COC=1C=C2C(=NC1OCCCOC1=C(C=C3C(=N1)C=C(S3)C(CCC(=O)OC)=O)OC)CN(C2)C(CCC(=O)OCC)=O